C(C)(C)C(=O)C1=CC=C2C(=C1)OCO2 4-methylenedioxyphenyl isopropyl ketone